2-(2-oxazolinyl)aniline O1C(=NCC1)C1=C(N)C=CC=C1